[Na].[Mn].[Fe] iron-manganese sodium